CN(C(=O)C1CCC(CC1)C(=O)OC)[C@H](C(F)(F)F)C1=CC=C(C=C1)NC=1C=NN(C1[C@H](C)OC)C1=CC=CC=C1 methyl (1r,4r)-4-{methyl[(1S)-2,2,2-trifluoro-1-[4-({5-[(1S)-1-methoxyethyl]-1-phenyl-1H-pyrazol-4-yl}amino)phenyl]ethyl]carbamoyl}cyclohexane-1-carboxylate